7-bromo-1,6-naphthyridin-2(1H)-one BrC1=NC=C2C=CC(NC2=C1)=O